N1CCC(CC1)C(=C)C1=NC(=NC=C1)C#N 4-(1-(Piperidin-4-yl)vinyl)pyrimidine-2-carbonitrile